O=C1NC(CCC1C=1C(=NC2=CC=C(C=C2C1)C#N)C)=O 3-(2,6-dioxopiperidin-3-yl)-2-methylquinoline-6-carbonitrile